C(CCCCCCCCCCCCC)N 1-TETRADECANAMINE